ClC1=CC=C(C=C1)CCC(=O)O 3-(4-chlorophenyl)propionic acid